C1(=CC=CC=C1)CCCC1=NOC(=N1)[C@H]1NC[C@@H](C1)F 3-(3-phenylpropyl)-5-[(2S,4R)-4-fluoropyrrolidin-2-yl]-1,2,4-oxadiazole